6-(4-Bromothiazol-2-yl)-2-oxa-6-azaspiro[3.3]heptane BrC=1N=C(SC1)N1CC2(COC2)C1